BrC=1C=NN(C1)C(C)C 4-bromo-1-isopropylpyrazole